bis[N,N-bis(3-methylphenyl)-amino]diphenylmethane CC=1C=C(C=CC1)N(C1=CC(=CC=C1)C)C(C1=CC=CC=C1)(C1=CC=CC=C1)N(C1=CC(=CC=C1)C)C1=CC(=CC=C1)C